C(C1=CC=CC=C1)OC=1C=C2C(=CC=NC2=CC1)C(=O)O 6-(benzyloxy)quinoline-4-carboxylic acid